benzyl (2S)-2-(benzyloxycarbonylamino)-5-[2-[2-[2-[2-[4-(4-methoxyphenyl)butanoylamino] ethoxy]ethoxy]ethoxy]ethylamino]-5-oxo-pentanoate C(C1=CC=CC=C1)OC(=O)N[C@H](C(=O)OCC1=CC=CC=C1)CCC(=O)NCCOCCOCCOCCNC(CCCC1=CC=C(C=C1)OC)=O